C(C)N(CC)CC1=C(C=C2C=C(C(NC2=C1C)=O)CN(C1CN(CC1)C(=O)OC(C)(C)C)C(NC1=CC=C(C=C1)OCC)=S)C tert-butyl 3-[[7-(diethylaminomethyl)-6,8-dimethyl-2-oxo-1H-quinolin-3-yl]methyl-[(4-ethoxyphenyl)carbamothioyl]amino]pyrrolidine-1-carboxylate